C(CCC)N1C2=CC=C(C=C2C=2C=CN=C(C12)C)NC(=O)NC1=CC=C(C=C1)F 1-(9-butyl-1-methyl-β-carbolin-6-yl)-3-(4-fluorophenyl)urea